2-(1-phenylvinyl)-thiazole C1(=CC=CC=C1)C(=C)C=1SC=CN1